5-(8-((7-ethyl-6-oxo-5,6-dihydro-1,5-naphthyridin-3-yl)methyl)-2-oxa-5,8-diazaspiro[3.5]nonan-5-yl)-N-methylpicolinamide C(C)C=1C(NC=2C=C(C=NC2C1)CN1CCN(C2(COC2)C1)C=1C=CC(=NC1)C(=O)NC)=O